FC=1C=C(C=CC1[N+](=O)[O-])S(=O)(=O)N1CCN(CC1)C ((3-fluoro-4-nitrophenyl)sulfonyl)-4-methylpiperazine